2-[4-[3-(2,6-dioxo-3-piperidyl)-1-methyl-indazol-6-yl]cyclohexyl]acetic acid O=C1NC(CCC1C1=NN(C2=CC(=CC=C12)C1CCC(CC1)CC(=O)O)C)=O